ClC1=C(C=CC(=C1)N(C)CC=1SC(=CC1)Cl)NC(CC(C)(C)C)=O N-{2-Chloro-4-[(5-chloro-thiophen-2-ylmethyl)-(methyl)amino]-phenyl}-3,3-dimethylbutyramide